4-methyl-3-{1-[(6-phenylpyrazin-2-yl)amino]ethyl}benzoic acid CC1=C(C=C(C(=O)O)C=C1)C(C)NC1=NC(=CN=C1)C1=CC=CC=C1